2-[2-[4-(8-chloro-4-oxo-chromen-2-yl)phenoxy]ethoxy]acetic acid ClC=1C=CC=C2C(C=C(OC12)C1=CC=C(OCCOCC(=O)O)C=C1)=O